O[C@@H]1C=C2C(C[C@H]3[C@@H]4CC[C@H]([C@@H](CCCC(C)C)C)[C@]4(CC[C@@H]3[C@]2(CC1)C)C)=O 3β-hydroxycholesta-4-en-6-one